bromo-2,3-dihydro-1H-inden BrC1CCC2=CC=CC=C12